OC1=CC=C(C=C1)C(C1=CC=C(C=C1)O)C1=CC=C(C=C1)O Tris-(4-hydroxyphenyl)-methan